(7-(1-isopropyl-1H-pyrrolo[2,3-b]pyridin-6-yl)-2-azaspiro[3.5]nonan-2-yl)methanone C(C)(C)N1C=CC=2C1=NC(=CC2)C2CCC1(CN(C1)C=O)CC2